(3aS,4S,6aS)-N-(5-chloro-2,4-difluorophenyl)-2,2-dimethyl-N-(methyl-d3)-6-oxotetrahydro-4H-[1,3]dioxolo[4,5-c]pyrrole-4-carboxamide ClC=1C(=CC(=C(C1)N(C(=O)[C@@H]1[C@H]2[C@@H](C(N1)=O)OC(O2)(C)C)C([2H])([2H])[2H])F)F